1,3-bis(9-acridinyl)-pentane C1=CC=CC2=NC3=CC=CC=C3C(=C12)CCC(CC)C=1C2=CC=CC=C2N=C2C=CC=CC12